N-(1-(6-bromopyridin-3-yl)-2,2-difluoroethyl)-2-methylpropane-2-sulfinamide BrC1=CC=C(C=N1)C(C(F)F)NS(=O)C(C)(C)C